BrC=1C(=C(C=C(C1)F)C1=NOC(=C1)C)OC 3-(3-bromo-5-fluoro-2-methoxyphenyl)-5-methylisoxazole